N-(2-chloro-3-(4,4,5,5-tetramethyl-1,3,2-dioxaborolan-2-yl)phenyl)-6-(dimethoxymethyl)-1-methylpyrazolo[3,4-b]Pyridin-3-amine ClC1=C(C=CC=C1B1OC(C(O1)(C)C)(C)C)NC1=NN(C2=NC(=CC=C21)C(OC)OC)C